4,6-diazaspiro[2.4]heptane-5,7-dione C1CC12NC(NC2=O)=O